ClC1=CC=C2C(=CC=NC2=C1)NCC(C)N(C)C 1-N-(7-Chloroquinolin-4-yl)-2-N,2-N-dimethylpropane-1,2-diamine